6-(2,6-dimethylphenyl)-2,2-dioxo-11-[2-[1-(trifluoromethyl)cyclopropyl]ethyl]-9-oxa-2λ6-thia-3,5,12,19-tetrazatricyclo[12.3.1.14,8]nonadeca-1(18),4(19),5,7,14,16-hexaen-13-one CC1=C(C(=CC=C1)C)C1=NC=2NS(C=3C=CC=C(C(NC(COC(=C1)N2)CCC2(CC2)C(F)(F)F)=O)C3)(=O)=O